C(CCC(=O)O)(=O)O.C(CCC(=O)O)(=O)O.C(CCC(=O)O)(=O)O.OCC(O)CO glycerol trisuccinate